N1=C(C=CC=C1)CNCCNCC1=NC=CC=C1 N,N'-di(pyridin-2-ylmethyl)ethane-1,2-diamine